7-(2-isobutylphenyl)pyrido[4,3-d]pyrimidine bis(2,2,2-trifluoroacetate) FC(C(=O)O)(F)F.FC(C(=O)O)(F)F.C(C(C)C)C1=C(C=CC=C1)C1=CC=2N=CN=CC2C=N1